ClC=1C(=NC(=NC1)NC1=C(C=C(C=C1)C(=O)N1CCOCC1)OC)C=1C=NN(C1)CC1=CC=C(C=C1)OC (4-((5-chloro-4-(1-(4-methoxybenzyl)-1H-pyrazol-4-yl)pyrimidin-2-yl)amino)-3-methoxyphenyl)(morpholino)methanone